methyl (S)-(1-(4-((4-(((tert-butoxycarbonyl)amino)methyl)benzyl)oxy)-2-nitrophenyl)-3-hydroxypropan-2-yl)carbamate C(C)(C)(C)OC(=O)NCC1=CC=C(COC2=CC(=C(C=C2)C[C@@H](CO)NC(OC)=O)[N+](=O)[O-])C=C1